CC1=CC=C(C=C1)S(=O)(=O)NCC#CC=1C=C(C=CC1)C 4-methyl-N-(3-(m-tolyl)prop-2-yn-1-yl)benzenesulfonamide